ClC=1C(=CC2=C(N(C(=N2)C2=CC=C(C=C2)Cl)[C@H](C(=O)NC2CCCCC2)C2CCCCC2)C1)F (S)-2-[6-chloro-2-(4-chloro-phenyl)-5-fluoro-benzoimidazol-1-yl]-2,N-dicyclohexyl-acetamide